C(C)(C)(C)C1=NOC(=N1)C12CCC(CC1)(CC2)CN(C(=O)C21CC(C2)(C1)F)C=1C=CC(=C(C(=O)O)C1)F 5-(N-((4-(3-(tert-butyl)-1,2,4-oxadiazol-5-yl)bicyclo[2.2.2]octan-1-yl)methyl)-3-fluorobicyclo[1.1.1]pentane-1-carboxamido)-2-fluorobenzoic Acid